CC1([C@@H](C1)C(=O)N)C |r| racemic-2,2-dimethylcyclopropanecarboxamide